C(C)N1C(CCC1=O)=C ethyl-2-methylene-5-oxo-tetrahydropyrrole